BrC=1C(=C(C=CC1)S(=O)(=O)Cl)C 3-bromo-2-methylbenzenesulfonyl chloride